C(C)(C)C=1C=CC=C2C(=C(NC12)C(=O)O)C1=CC=C(C=C1)S(NC)(=O)=O 7-isopropyl-3-(4-(N-methylsulfamoyl)phenyl)-1H-indole-2-carboxylic acid